C(=C)OCCOC1=CC=CC=C1 4-[2-(vinyloxy)ethoxy]benzene